C1(CCC1)NS(=O)(=O)C1=CC=C(C=C1)NC([C@H](CC1=CC=CC=C1)NC(C1=CC=C(C=C1)F)=O)=O (S)-N-(1-(4-(N-cyclobutylsulfamoyl)phenylamino)-1-oxo-3-phenylpropan-2-yl)-4-fluorobenzamide